C1(CC1)C1=NN(C2=CN=C(C(=C21)C2=CC(=C(C=C2)S(=O)(=O)C)C)C(=O)O)C2OCCCC2 3-cyclopropyl-4-(3-methyl-4-(methylsulfonyl)phenyl)-1-(tetrahydro-2H-pyran-2-yl)-1H-pyrazolo[3,4-c]Pyridine-5-carboxylic acid